C(C)(=O)NC1=NC(N([C@H]2[C@H](O[Si](C)(C)C(C)(C)C)[C@H](O)[C@@H](COOC(C3=CCC(C=C3)(OC)OC)(C3=CC=CC=C3)C3=CC=CC=C3)O2)C=C1)=O N4-acetyl-5'-O-(4,4-dimethoxytrityloxy)-2'-O-[(tert-butyl)dimethylsilyl]cytidine